N-ethyl-N'-(5-methoxy-2-methyl-4-(3-((3-(trifluoromethoxy)benzyl)oxy)oxetan-3-yl)phenyl)-N-methylformimidamide C(C)N(C=NC1=C(C=C(C(=C1)OC)C1(COC1)OCC1=CC(=CC=C1)OC(F)(F)F)C)C